[N+](=O)([O-])C1=C(C=C(C=C1C(=O)O)C(=O)O)C1=CC(=CC=C1)C(=O)O nitro-3,3',5-biphenyltricarboxylic acid